BrC=1C=C(C=C2C(N(C(=NC12)SCCC)CC1CN(C1)C(=O)OC(C)(C)C)=O)C tert-Butyl 3-((8-bromo-6-methyl-4-oxo-2-(propylthio)quinazolin-3(4H)-yl)methyl)azetidine-1-carboxylate